lithium difluorosulfimide FS(=N)F.[Li]